FC(OCCOC=1N=NN(C1)C12CC(C1)(C2)NC(OC(C)(C)C)=O)(F)F tert-butyl (3-{4-[2-(trifluoromethoxy)ethoxy]-1H-1,2,3-triazol-1-yl}bicyclo[1.1.1]pentan-1-yl)carbamate